NCC1=CC=C(C=C1)C(C)NC(C)CC N-(1-(4-(aminomethyl)phenyl)ethyl)butan-2-amine